4-{4-[3-(9,9-dimethyl-9H-fluoren-4-yl)phenyl]phenyl}-2-phenyl-6-(4-phenylphenyl)pyrimidine CC1(C2=CC=CC=C2C=2C(=CC=CC12)C=1C=C(C=CC1)C1=CC=C(C=C1)C1=NC(=NC(=C1)C1=CC=C(C=C1)C1=CC=CC=C1)C1=CC=CC=C1)C